2-[2-(difluoromethoxy)ethyl]-6-[[5-[5-(2-hydroxy-2-methyl-propoxy)-2-methyl-4-pyridyl]pyrazolo[1,5-a]pyridin-2-yl]amino]-4-methyl-pyridazin-3-one FC(OCCN1N=C(C=C(C1=O)C)NC1=NN2C(C=C(C=C2)C2=CC(=NC=C2OCC(C)(C)O)C)=C1)F